2-(chloromethyl)-5-cyclopropyl-1,3,4-thiadiazole ClCC=1SC(=NN1)C1CC1